manganese-nickel-copper-zinc-iron [Fe].[Zn].[Cu].[Ni].[Mn]